C(C)(C)(C)OC(=O)N1CCC2=C(C(=CC=C12)N(C(C(F)(F)F)=O)CC(=O)OC(C)(C)C)F 5-[(2-tert-butoxy-2-oxoethyl)(trifluoroacetyl)amino]-4-fluoro-2,3-dihydro-1H-indole-1-carboxylic acid tert-butyl ester